ClC=1C=C(C=CC1)/C=C/C(=O)NCC(=O)N1CCN(CC1)S(=O)(=O)CC(C)C (E)-3-(3-chlorophenyl)-N-(2-(4-(isobutylsulfonyl)piperazin-1-yl)-2-oxoethyl)acrylamide